OC1=C(C(=CC(=C1)O)O)C(C1=CC=CC=C1)=O 2',4',6'-trihydroxybenzophenone